2-(5-chloro-1-ethyl-3-(6-(trifluoromethyl)pyridin-2-yl)-1H-pyrazol-4-yl)-N-(1-(3,3-dimethylbutyl)piperidin-4-yl)acetamide ClC1=C(C(=NN1CC)C1=NC(=CC=C1)C(F)(F)F)CC(=O)NC1CCN(CC1)CCC(C)(C)C